N-hydroxy-1-(4-pyridinylmethyl)-4-[[4-[4-(trifluoromethyl)phenoxy]phenyl]sulfonyl]-4-piperidinecarboxamide dihydrochloride Cl.Cl.ONC(=O)C1(CCN(CC1)CC1=CC=NC=C1)S(=O)(=O)C1=CC=C(C=C1)OC1=CC=C(C=C1)C(F)(F)F